O=C1NC(CCC1N1C(C2=CC(=C(C=C2C1)CNC(OC(C)(C)C)=O)[N+](=O)[O-])=O)=O tert-butyl ((2-(2,6-dioxopiperidin-3-yl)-6-nitro-1-oxoisoindolin-5-yl)methyl)carbamate